4-(5-ethyl-1H-pyrazol-3-yl)-N2-(4-fluorophenyl)quinazoline-2,4-diamine C(C)C1=CC(=NN1)C1(NC(=NC2=CC=CC=C12)NC1=CC=C(C=C1)F)N